5'h-spiro[cyclopentane-1,7'-furo[3,4-d]pyrimidine]-2'-carbonitrile N1=C(N=CC2=C1C1(OC2)CCCC1)C#N